tert-butyl 4-((4-chlorobutanamido)(4,5-dichloro-2-methoxyphenyl)methyl)piperidine-1-carboxylate ClCCCC(=O)NC(C1CCN(CC1)C(=O)OC(C)(C)C)C1=C(C=C(C(=C1)Cl)Cl)OC